F[C@@H]1[C@H](C1)C=1N=C2N(N=C(C=C2NC)N2C=CC3=C(C=CC=C23)C2=NC=C(C=C2)C=O)C1C(=O)N ((1R,2S)-2-fluorocyclopropyl)-6-(4-(5-formylpyridin-2-yl)indol-1-yl)-8-(methylamino)imidazo[1,2-b]pyridazine-3-carboxamide